Cl.NC1C(CC1)O 2-aminocyclobutan-1-ol HCl